The molecule is a deoxygalactose derivative that is beta-D-galactose in which the hydroxy group at position2 has been replaced by an amino group. It has a role as an Escherichia coli metabolite. It is an amino sugar and a deoxygalactose derivative. It derives from a beta-D-galactose. C([C@@H]1[C@@H]([C@@H]([C@H]([C@@H](O1)O)N)O)O)O